[Cl-].CN1C=[N+](C=C1)[Si](OC)(OC)OC 1-methyl-3-trimethoxysilylimidazolium chloride salt